8,9-Difluoro-tetrazolo[5,1-a]phthalazine FC=1C=C2C=NN3C(C2=CC1F)=NN=N3